3,4-DihydroxyBenzaldehyde OC=1C=C(C=O)C=CC1O